ICCCOCCC(=O)OC(C)(C)C tert-butyl 3-(3-iodopropoxy)propanoate